N-(1-(4-chlorophenyl)-2,2,2-trifluoroethyl)-N-ethylpyrimidine-5-sulfonamide ClC1=CC=C(C=C1)C(C(F)(F)F)N(S(=O)(=O)C=1C=NC=NC1)CC